acetylglutamyl-aminofarnesyl-sodium C(C)(=O)N[C@@H](CCC(=O)O)C(=O)C(C(=CCCC(=CCCC(=CC[Na])C)C)C)N